5-methyl-2-((7-methyl-2,3-dihydrobenzo[b][1,4]dioxin-6-yl)amino)-8-(tetrahydro-2H-pyran-4-yl)-5,8-dihydropteridine-6,7-dione CN1C=2C=NC(=NC2N(C(C1=O)=O)C1CCOCC1)NC1=CC2=C(OCCO2)C=C1C